N-{4-[5-({1-[(2E)-2-(aminomethyl)-3-fluoroprop-2-en-1-yl]-5-oxo-1,5-dihydro-4H-1,2,4-triazol-4-yl}methyl)thiophen-2-yl]phenyl}methanesulfonamide hydrochloride Cl.NC/C(/CN1N=CN(C1=O)CC1=CC=C(S1)C1=CC=C(C=C1)NS(=O)(=O)C)=C\F